BrC=1C=C(C=CC1F)NC(=NO)C1=NON=C1NCCNS(N)(=O)=O N-(3-bromo-4-fluorophenyl)-N'-hydroxy-4-{[2-(sulfamylamino)-ethyl]amino}-1,2,5-oxadiazole-3-carboxamidine